C(CCCCCCC)(=O)OCCOC(CCCCCCC)=O ethylene dicaprylate